3-methyl-5-(1-piperidylsulfonyl)indoline CC1CNC2=CC=C(C=C12)S(=O)(=O)N1CCCCC1